(Z)-5-((1H-pyrrolo(3,2-c)pyridin-3-yl)methylene)-3-methyloxazolidine-2,4-dione N1C=C(C=2C=NC=CC21)\C=C/2\C(N(C(O2)=O)C)=O